FC(CN(C1=CC(=CC(=C1)C#CC(C)(C)O)F)C1=NC(N(C2=CC=CC(=C12)F)C([2H])([2H])[2H])=O)F 4-[N-(2,2-difluoroethyl)-3-fluoro-5-(3-hydroxy-3-methyl-but-1-ynyl)anilino]-5-fluoro-1-(trideuteriomethyl)quinazolin-2-one